C([C@@H]1[C@H]([C@@H]([C@H]([C@H](O1)O[C@@H]2[C@H](O[C@@H]([C@@H]([C@H]2O)O)O[C@H]3[C@@H]([C@H](OC([C@@H]3O)O)CO)O)CO)O)O)O)O The molecule is a glucotriose consisting of two molecules of alpha-D-glucopyranose and a D-glucopyranose moiety joined together in sequence by (1->4) and (1->3) glycosidic bonds. It derives from a nigerose and an alpha-maltose.